propylene glycol e-tert-Butyl ether C(C)(C)(C)OCC(C)O